4-(1-methoxycyclopropyl)-6-(trifluoromethyl)phthalazin-1(2H)-one COC1(CC1)C1=NNC(C2=CC=C(C=C12)C(F)(F)F)=O